ClC1=CC=CC2=C1N(C(=N2)NC(C2=CC(=NC=C2)C)=O)[C@H]2CN(CCCC2)C(\C=C\CN(C)C)=O (R,E)-N-(7-chloro-1-(1-(4-(dimethylamino)but-2-enoyl)azepan-3-yl)-1H-benzo[d]imidazol-2-yl)-2-methylisonicotinamide